C(C)OC(CC(C)OC(\C=C/C(=O)O)=O)=O maleic acid mono-(4-ethoxy-4-oxo-butane-2-yl) ester